p-styreneboronic acid C=CC1=CC=C(C=C1)B(O)O